N-((1S,9S)-9-ethyl-5,9-dihydroxy-10,13-dioxo-2,3,9,10,13,15-hexahydro-1H,12H-benzo[de]pyrano[3',4':6,7]indolizino[1,2-b]quinolin-1-yl)-2-hydroxyacetamide C(C)[C@]1(C(OCC=2C(N3CC=4C(=NC=5C=C(C=C6C5C4[C@H](CC6)NC(CO)=O)O)C3=CC21)=O)=O)O